[Al+3].C(C)O[N+](C)(C)C N-ethoxytrimethyl-ammonium aluminum